(2-fluorophenyl)methanesulfonyl chloride FC1=C(C=CC=C1)CS(=O)(=O)Cl